C(C)(C)(C)OC(=O)N(C(OC(C)(C)C)=O)C1=NC=CC=C1C#C tert-butyl (tert-butoxycarbonyl)(3-ethynylpyridin-2-yl)carbamate